CC1(OCCO1)C1=CN=CN1 5-(2-methyl-1,3-dioxolan-2-yl)-1H-imidazole